FC1=NC(=C2N=CN(C2=N1)C1OCCCC1)NCC1=CC(=CC=C1)OC 2-fluoro-6-[(3-methoxybenzyl)amino]-9-(tetrahydro-2H-pyran-2-yl)-9H-purine